5-[2-Fluoro-6-hydroxy-4-[(4-hydroxyquinazolin-2-yl)amino]phenyl]-1,1-dioxo-1,2,5-thiadiazolidin-3-one FC1=C(C(=CC(=C1)NC1=NC2=CC=CC=C2C(=N1)O)O)N1CC(NS1(=O)=O)=O